CN1C=2C(=C(C1=CC=1C(=C(C(=CC3=C(C=C(N3C)C=C3C=C(C(C2)=N3)C)C)N1)C)C=C)C)C=C.[Ga+3] gallium (III) dimethyl-8,13-divinyl-3,7,12,17-tetramethyl-21H,23H-porphyrin